SILICATE SODIUM [Na+].[Si]([O-])([O-])([O-])[O-].[Na+].[Na+].[Na+]